NC=1C=CC(=C(C1)B(O)O)C (5-amino-2-methyl-phenyl)boronic acid